O-(beta-D-glucopyranosyl)gentisic acid [C@@H]1([C@H](O)[C@@H](O)[C@H](O)[C@H](O1)CO)OC(C=1C(O)=CC=C(O)C1)=O